3-[(6-Bromo-4-methyl-3-pyridinyl)sulfanyl]-6-fluoro-1,4-dimethyl-indole BrC1=CC(=C(C=N1)SC1=CN(C2=CC(=CC(=C12)C)F)C)C